tricontane CCCCCCCCCCCCCCCCCCCCCCCCCCCCCC